7-(4-(1-methyl-1H-1,2,3-triazol-4-yl)benzyl)furo[3,2-b]pyridine-5-carboxylic acid CN1N=NC(=C1)C1=CC=C(CC2=C3C(=NC(=C2)C(=O)O)C=CO3)C=C1